FC1=CC2=C(N(C([C@H](CS2(=O)=O)NC(OC(C)(C)C)=O)=O)CC=2C=NC(=CC2)OC(C)C)C=C1C1=NOC(=N1)N1CCOC2(CC2)C1 tert-butyl N-[(3R)-8-fluoro-5-[(6-isopropoxy-3-pyridyl)methyl]-7-[5-(4-oxa-7-azaspiro[2.5]octan-7-yl)-1,2,4-oxadiazol-3-yl]-1,1,4-trioxo-2,3-dihydro-1λ6,5-benzothiazepin-3-yl]carbamate